FC1=C(C=C(C=C1)NC(=O)C=1N=C(C=2N(C1)C=CN2)C)OC N-(4-fluoro-3-methoxy-phenyl)-8-methyl-imidazo[1,2-a]pyrazine-6-carboxamide